3-(Bis(4-methoxybenzyl)amino)-5-bromo-6-(trifluoromethyl)pyridin COC1=CC=C(CN(C=2C=NC(=C(C2)Br)C(F)(F)F)CC2=CC=C(C=C2)OC)C=C1